3-{4-[(6-Bromo-2-{4-[4-(4-methoxybutyl)piperazin-1-yl]phenyl}-3H-imidazo[4,5-b]pyridin-7-yl)amino]piperidin-1-yl}propanenitrile BrC=1C(=C2C(=NC1)NC(=N2)C2=CC=C(C=C2)N2CCN(CC2)CCCCOC)NC2CCN(CC2)CCC#N